(7-methoxy-2-thioxo-2,3,4,5-tetrahydro-1H-1-benzazepin-4-yl)carbamic acid tert-butyl ester C(C)(C)(C)OC(NC1CC(NC2=C(C1)C=C(C=C2)OC)=S)=O